indan-fluorene C1=CC=CC=2C3=CC=CC=C3CC12.C1CCC2=CC=CC=C12